(4-amino-5-(4-(difluoromethoxy)phenyl)-7-methyl-7H-pyrrolo[2,3-d]pyrimidin-6-yl)-3-azaspiro[5.5]undec-8-ene-3-carboxylic acid tert-butyl ester C(C)(C)(C)OC(=O)N1CC(C2(CC1)CC=CCC2)C2=C(C1=C(N=CN=C1N)N2C)C2=CC=C(C=C2)OC(F)F